1-((4-fluorophenyl)sulfonyl)-3,5-bis(4-methoxyphenyl)-4,5-dihydro-1H-pyrazole FC1=CC=C(C=C1)S(=O)(=O)N1N=C(CC1C1=CC=C(C=C1)OC)C1=CC=C(C=C1)OC